2-((tert-butoxycarbonyl)amino)-3-cyanopropionic acid C(C)(C)(C)OC(=O)NC(C(=O)O)CC#N